ClC=1C=C(C(=C(C=NC=2C=C(C(=O)O)C=CC2)C1)O)O 3-(5-chloro-2,3-dihydroxybenzylidene-amino)benzoic acid